C(CCCC(C(=O)[O-])(CC1=CC=CC=C1)N)C(C(=O)[O-])(CC1=CC=CC=C1)N butane-1,4-diylbis(2-amino-3-phenylpropionate)